bis(3,5-dibromo-4-(vinylthio) phenyl) sulfide BrC=1C=C(C=C(C1SC=C)Br)SC1=CC(=C(C(=C1)Br)SC=C)Br